C1(CC1)[C@]1(C(N(C[C@H]1C)C=1C=2N(N=CC1)C=C(C2)C=2N=NC(=CC2)C)=O)C#N (3R,4S)-3-cyclopropyl-4-methyl-1-[6-(6-methylpyridazin-3-yl)pyrrolo[1,2-b]pyridazin-4-yl]-2-oxopyrrolidine-3-carbonitrile